FC(F)(F)S(=O)([O-])C(F)(F)F bistrifluoromethylsulfinate